4-((2-(3-(4-((bis(benzyloxy)phosphoryl)oxy)-2-hydroxy-3,3-dimethylbutanamido)propanamido)ethyl)thio)-4-oxobut-2-enoate C(C1=CC=CC=C1)OP(=O)(OCC1=CC=CC=C1)OCC(C(C(=O)NCCC(=O)NCCSC(C=CC(=O)[O-])=O)O)(C)C